(R)-2-(4-(4-aminopiperidine-1-yl)phenyl)-N-((5-fluoro-2-methoxyphenyl)(1H-indole-2-yl)methyl)isonicotinamide NC1CCN(CC1)C1=CC=C(C=C1)C=1C=C(C(=O)N[C@@H](C=2NC3=CC=CC=C3C2)C2=C(C=CC(=C2)F)OC)C=CN1